methyl-6-oxo-1-(pyridin-4-ylmethyl)piperidine-2-carboxylate COC(=O)C1N(C(CCC1)=O)CC1=CC=NC=C1